lactosamine HCl Cl.OC1[C@H](N)[C@@H](O)[C@H](O[C@H]2[C@H](O)[C@@H](O)[C@@H](O)[C@H](O2)CO)[C@H](O1)CO